COC(C(C(=O)OC)C1=CC=C(C=C1)Cl)=O.C1OCC12CN(C2)[C@H](C)C2=CC=C(C=C2)C=2C=NC(=C(C(=O)NC13CC4(CC(CC(C1)C4)C3)O)C2)N 5-(4-((R)-1-(2-oxa-6-azaspiro[3.3]hept-6-yl)ethyl)phenyl)-2-amino-N-((1R,3R)-3-hydroxyadamantan-1-yl)nicotinamide Dimethyl-(p-chlorophenyl)malonate